4-((3-(1,1-difluoropropyl)phenyl)carbamoyl)-2-(4-methoxy-2-methyl-3-(pyrazin-2-yl)phenyl)-5-methyl-1H-imidazole 3-oxide FC(CC)(F)C=1C=C(C=CC1)NC(=O)C=1[N+](=C(NC1C)C1=C(C(=C(C=C1)OC)C1=NC=CN=C1)C)[O-]